BrC1=CC=NC=2N1N=C(C2C=2N=NC(=CC2)OCC(C(F)(F)F)(F)F)SCC 7-bromo-2-(ethylthio)-3-(6-(2,2,3,3,3-pentafluoropropoxy)pyridazin-3-yl)pyrazolo[1,5-a]pyrimidine